5-amino-1-ethyl-6-(methylamino)-3-(trifluoromethyl)pyridin-2-one NC=1C=C(C(N(C1NC)CC)=O)C(F)(F)F